sulfanyl-acetic acid SCC(=O)O